C(C)(C)(C)C(=O)[O-] tertiary butyl-carboxylate